propenyl-tributyl-phosphonium bromide [Br-].C(=CC)[P+](CCCC)(CCCC)CCCC